CC1=CC(=CN1)C(=O)OCCCC butyl 5-methyl-1H-pyrrole-3-carboxylate